(1R,2R)-2-fluoro-N-(4-(6-((Z)-1-(hydroxyimino)propyl)-4-methylpyridin-3-yl)-[1,2,4]triazolo[1,5-a][1,6]naphthyridin-8-yl)cyclopropane-1-carboxamide F[C@H]1[C@H](C1)C(=O)NC1=NC=C2C=C(C=3N(C2=C1)N=CN3)C=3C=NC(=CC3C)\C(\CC)=N/O